tellurium-arsenic [As].[Te]